NC=1C(=C(C(=O)NC2=NN=NN2C)C=CC1OC(F)F)Cl 3-amino-2-chloro-N-(1-methyltetrazol-5-yl)-4-(difluoromethoxy)benzamide